5-CYCLOPROPYL-1H-INDOLE-3-CARBALDEHYDE C1(CC1)C=1C=C2C(=CNC2=CC1)C=O